ClC=1C=C2C=C(NC2=CC1N1CC2=CC=C(C=C2C1)F)CNC(COC(F)(F)F)=O N-{[5-chloro-6-(5-fluoro-2-isoindolinyl)-2-indolyl]methyl}trifluoromethoxyacetamide